C(C)OC(=O)C1=CC=C(C=C1)NC(=O)NC(CC(=O)O)C(NC(C(=O)OC)CC1=CC=CC=C1)=O 3-({[4-(ethoxycarbonyl)phenyl]carbamoyl}amino)-3-[(1-methoxy-1-oxo-3-phenylpropan-2-yl)carbamoyl]propionic acid